C(C)(C)(C)OC(NC=1C=CC=2N(C1)C(=CN2)Br)=O (3-bromoimidazo[1,2-a]pyridin-6-yl)carbamic acid tert-butyl ester